7-(cyclohexylamino)-6-fluoro-4-oxo-1-(prop-1-en-2-yl)-1,4-dihydroquinoline-3-carboxylic acid C1(CCCCC1)NC1=C(C=C2C(C(=CN(C2=C1)C(=C)C)C(=O)O)=O)F